1-(4-(3-isopropyl-2-(5-methylimidazo[1,5-a]pyridin-7-yl)-1H-indol-5-yl)piperidin-1-yl)-2-(methylamino)ethan-1-one C(C)(C)C1=C(NC2=CC=C(C=C12)C1CCN(CC1)C(CNC)=O)C1=CC=2N(C(=C1)C)C=NC2